FC(C1(CCNC2(CCC2)C1)O)(F)F 8-(trifluoromethyl)-5-azaspiro[3.5]nonan-8-ol